acetoxy-6-chloro-2-oxa-4,6-pregnadiene-3,15,20-trione C(C)(=O)OCC([C@H]1CC([C@H]2[C@@H]3C=C(C4=CC(OC[C@]4(C)[C@H]3CC[C@]12C)=O)Cl)=O)=O